thiofuran S1C=CC=C1